2-[[2-(4-ethyl-3-piperidyl)-4-(4-methoxyphenyl)imidazol-1-yl]methoxy]ethyl-trimethyl-silane C(C)C1C(CNCC1)C=1N(C=C(N1)C1=CC=C(C=C1)OC)COCC[Si](C)(C)C